((1S,5S)-6-(2,3-dihydrobenzo[b][1,4]dioxin-6-yl)-9,9-dimethyl-3,6-diazabicyclo[3.2.2]nonan-3-yl)(1,1-dioxidothiomorpholino)methanone O1C2=C(OCC1)C=C(C=C2)N2[C@@H]1CN(C[C@H](C2)CC1(C)C)C(=O)N1CCS(CC1)(=O)=O